(2R,3S,4R,5R)-5-cyano-2-((2-cyclopentylacetoxy)methyl)-5-(4-(2-ethoxy-2-methylpropanamido)pyrrolo[2,1-f][1,2,4]triazin-7-yl)-4-hydroxytetrahydrofuran-3-yl L-valinate N[C@@H](C(C)C)C(=O)O[C@@H]1[C@H](O[C@]([C@@H]1O)(C1=CC=C2C(=NC=NN21)NC(C(C)(C)OCC)=O)C#N)COC(CC2CCCC2)=O